(cis)-1-(5-((1-isobutyl-2-(trifluoromethyl)piperidin-4-yl)methyl)pyrazolo[1,5-a]pyridin-3-yl)dihydropyrimidine-2,4(1H,3H)-dione C(C(C)C)N1[C@H](C[C@H](CC1)CC1=CC=2N(C=C1)N=CC2N2C(NC(CC2)=O)=O)C(F)(F)F